BrC1=CC=C(S1)C=1C=C(N(S(N1)(=O)=O)C)C(=O)O 5-(5-bromothiophen-2-yl)-2-methyl-2H-1,2,6-thiadiazine-3-carboxylic Acid 1,1-dioxide